1,3,5-tris(p-pyridin-3-ylphenyl)benzene N1=CC(=CC=C1)C1=CC=C(C=C1)C1=CC(=CC(=C1)C1=CC=C(C=C1)C=1C=NC=CC1)C1=CC=C(C=C1)C=1C=NC=CC1